ClC=1C=C(C=C(C1)NS(=O)(=O)C)NC(=O)C=1SC(=C(C1)C1=NC=C(C=C1O[C@@H](C)C1=CC(=CC(=C1)F)P(=O)(C)C)F)C (S)-N-(3-chloro-5-(methylsulfonamido)phenyl)-4-(3-(1-(3-(dimethylphosphoryl)-5-fluorophenyl)ethoxy)-5-fluoropyridin-2-yl)-5-methylthiophene-2-carboxamide